N,N-diethyl-aminotrimethyl-silane C(C)N(CC)[Si](C)(C)C